(S)-(3-(3-amino-5-(1-amino-1,3-dihydrospiro[indene-2,4'-piperidin]-1'-yl)pyrazin-2-yl)-2-chlorophenyl)dimethylphosphine oxide NC=1C(=NC=C(N1)N1CCC2(CC1)[C@@H](C1=CC=CC=C1C2)N)C=2C(=C(C=CC2)P(C)(C)=O)Cl